C(C1=CC=CC=C1)N1N=C(N=C1)C(=O)N[C@@H]1C(N(C=2N(CC1)N=C(C2)CCCN2CC(CC2)(F)F)C)=O 1-Benzyl-N-[(6S)-2-[3-(3,3-difluoropyrrolidin-1-yl)propyl]-4-methyl-5-oxo-7,8-dihydro-6H-pyrazolo[1,5-a][1,3]diazepin-6-yl]-1,2,4-triazol-3-carboxamid